BrC=1C(=C(N(N1)CC=1C(=NC=C(C1)Br)Cl)C(=O)OCC)C(F)(F)F ethyl 5-bromo-2-[(5-bromo-2-chloropyridin-3-yl)methyl]-4-(trifluoromethyl)pyrazole-3-carboxylate